C[Si](C(C(=O)OC)C)(OC)OC methyl α-methyldimethoxysilylpropionate